2-(3-{[(2-chloro-5-fluoropyridin-3-yl)oxy]methyl}-5-fluorophenyl)propan-2-ol ClC1=NC=C(C=C1OCC=1C=C(C=C(C1)F)C(C)(C)O)F